C(=O)(O)CCNC(NCCC[C@H](N)C(=O)O)=N Nω-carboxyethyl-L-arginine